C(C)(C)(C)OC(=O)NCC1=CC(=C(C=C1)C1=CC=C(C=C1)Cl)CN1CCN(CC1)C1=CC=C(C(=O)OC)C=C1 methyl 4-(4-((4-(((tert-butoxycarbonyl)amino)methyl)-4'-chloro-[1,1'-biphenyl]-2-yl)methyl)piperazin-1-yl)benzoate